COC1=CC=C(C=C1)C(CC1=CC=CC=C1)=O 1-(4-methoxyphenyl)-2-phenylethane-1-one